7-(3-{[(1,3-dihydroxypropan-2-yl)oxy]imino}azetidin-1-yl)-5-methyl-4-oxo-1-(1,2,4-thiadiazol-5-yl)-1,4-dihydro-1,8-naphthyridine-3-carboxylic acid OCC(CO)ON=C1CN(C1)C1=CC(=C2C(C(=CN(C2=N1)C1=NC=NS1)C(=O)O)=O)C